bis(2-oxo-6-azaspiro[3.4]octane) oxalate C(C(=O)O)(=O)O.O=C1CC2(C1)CNCC2.O=C2CC1(C2)CNCC1